5-chloro-N-((1r,4r)-4-((3-(4-methoxyphenyl)-2-oxo-2,3-dihydro-1H-imidazo[4,5-b]pyridin-1-yl)methyl)cyclohexyl)-2-methylnicotinamide ClC=1C=NC(=C(C(=O)NC2CCC(CC2)CN2C(N(C3=NC=CC=C32)C3=CC=C(C=C3)OC)=O)C1)C